(S)-4-((3-((1-((6-Bromo-4-methyl-1-(oxetan-2-ylmethyl)-1H-benzo[d]imidazol-2-yl)methyl)piperidin-4-yl)oxy)Benzyl)oxy)-3-fluorobenzonitrile BrC=1C=C(C2=C(N(C(=N2)CN2CCC(CC2)OC=2C=C(COC3=C(C=C(C#N)C=C3)F)C=CC2)C[C@H]2OCC2)C1)C